NC1=C(C=C(C=N1)C1=CC=C(C(=O)O)C=C1)OC(C)C1=C(C(=CC=C1F)F)Cl 4-{6-amino-5-[1-(2-chloro-3,6-difluoro-phenyl)-ethoxy]-pyridin-3-yl}-benzoic acid